1,1,1-trishydroxymethyl-propane OCC(CC)(CO)CO